C(C1=CC=CC=C1)OC1=CC=C(C=C1)C=1C=CC=C2C=NC(=NC12)NC1=CC(=C(C(=C1)OC)OC)OC 8-(4-(benzyloxy)phenyl)-N-(3,4,5-trimethoxyphenyl)quinazolin-2-amine